{2-[(9R)-9-[4-(trifluoromethoxy)phenyl]-6-oxaspiro[4.5]decan-9-yl]ethyl}({[4-(trifluoromethyl)pyridin-3-yl]methyl})amine FC(OC1=CC=C(C=C1)[C@@]1(CCOC2(CCCC2)C1)CCNCC=1C=NC=CC1C(F)(F)F)(F)F